[C@@]12(C[C@@H](CCC1)CC(=O)N1CCN(CC1)C)OC1(OO2)C2CC3CC(CC1C3)C2 2-((R,R)-Dispiro[adamantane-2,3'-[1,2,4]trioxolane-5',1''-cyclohexan]-3''-yl)-1-(4-methylpiperazin-1-yl)ethan-1-one